methyl 1-(6-benzyloxy-2-pyridyl)pyrrolidine-2-carboxylate C(C1=CC=CC=C1)OC1=CC=CC(=N1)N1C(CCC1)C(=O)OC